(2R)-2-(tert-butoxycarbonyl-amino)-5-guanidino-pentanoic acid hydrate hydrochloride Cl.O.C(C)(C)(C)OC(=O)N[C@@H](C(=O)O)CCCNC(=N)N